C(C)(C)N1C=C(C2=CC(=CC=C12)C=1NCCC(N1)=O)C#N 1-isopropyl-5-(4-oxo-1,6-dihydropyrimidin-2-yl)-1H-indole-3-carbonitrile